ONC(C1=CC=C(C=C1)C1(CC1)CCC)=N N-hydroxy-4-(1-propylcyclopropyl)benzamidine